CC=1C=NC(NC1)=S 5-methylpyrimidine-2(1H)-thione